heptacosan-1-yl pentacosanoate C(CCCCCCCCCCCCCCCCCCCCCCCC)(=O)OCCCCCCCCCCCCCCCCCCCCCCCCCCC